4-(benzo[d]thiazol-5-yl)-2-oxobut-3-enoic acid S1C=NC2=C1C=CC(=C2)C=CC(C(=O)O)=O